C(C1=CC=CC=C1)OC(=O)N[C@@H](CC1=C(N(C2=CC=CC=C12)C(=O)OC(C)(C)C)C)C(=O)OC Tert-Butyl 3-[(2S)-2-(benzyloxycarbonylamino)-3-methoxy-3-oxo-propyl]-2-methyl-indole-1-carboxylate